C(C)(C)(C)C1=CC=C(C=C1)C1=CC(=C(C=N1)C(=O)OC)Cl methyl 6-(4-tert-butylphenyl)-4-chloro-pyridine-3-carboxylate